6-((1-(2-cyclopropyl-2-(hydroxyimino)acetyl)-3,3-difluoropiperidin-4-yl)amino)-N-((S)-3-(3,4-dihydroisoquinolin-2(1H)-yl)-2-hydroxypropyl)pyrimidine-4-carboxamide C1(CC1)C(C(=O)N1CC(C(CC1)NC1=CC(=NC=N1)C(=O)NC[C@@H](CN1CC2=CC=CC=C2CC1)O)(F)F)=NO